N[C@H]1CS(C2=C(N(C1=O)CC1=CC=C(C=C1)OC(F)(F)F)C=C(C(=C2)F)C=2OC(=NN2)C2CC(CCC2)(F)F)(=O)=O (3R)-3-amino-7-[5-(3,3-difluorocyclohexyl)-1,3,4-oxadiazol-2-yl]-8-fluoro-1,1-dioxo-5-[[4-(trifluoromethoxy)phenyl]methyl]-2,3-dihydro-1lambda6,5-benzothiazepin-4-one